2-(aminomethyl)-4-(4-methylpyridin-3-yl)aniline NCC1=C(N)C=CC(=C1)C=1C=NC=CC1C